(8S)-8-(3-chloro-5-fluoro-phenyl)-N-[(1r,5S)-3-(6-methoxypyridazin-4-yl)-3-azabicyclo[3.2.1]oct-8-yl]-6,8-dihydro-5H-[1,2,4]triazolo[5,1-c][1,4]oxazin-2-amine ClC=1C=C(C=C(C1)F)[C@@H]1OCCN2C1=NC(=N2)NC2[C@H]1CN(C[C@@H]2CC1)C1=CN=NC(=C1)OC